O=C1N(CCN2[C@@H]1CN(CC2)C#N)C=2N=CN(C2)C2=CC=CC=C2 (R)-9-oxo-8-(1-phenyl-1H-imidazol-4-yl)octahydro-2H-pyrazino[1,2-a]pyrazine-2-carbonitrile